C(=O)(O)[C@@H](C)N1C[C@@H](N(C[C@@H](N(C[C@@H](N(C[C@@H]1C)[C@H](C)C(=O)O)C)[C@H](C)C(=O)O)C)[C@@H](C(=O)O)C)C (R)-2-[(2S,5S,8S,11S)-4,7,10-tris-((R)-1-carboxyethyl)-2,5,8,11-tetramethyl-1,4,7,10-tetraazacyclododecan-1-yl]propionic acid